CC(C[C@@H](C(=O)O)N1N=C(C=C(C1=O)C)CCN1CC2(CC2)C1)C (S)-4-methyl-2-(5-methyl-3-(2-(5-Azaspiro[2.3]hexan-5-yl)ethyl)-6-oxopyridazin-1(6H)-yl)pentanoic acid